N-(6-((1H-pyrazol-1-yl)methyl)-4-chloro-5-fluorobenzo[d]isoxazol-3-yl)-6-methoxy-2,3-dihydrobenzo[b][1,4]dioxine-5-sulfonamide N1(N=CC=C1)CC1=CC2=C(C(=NO2)NS(=O)(=O)C2=C(C=CC=3OCCOC32)OC)C(=C1F)Cl